CN(N)C1=C(C=C(C=C1)[N+](=O)[O-])[N+](=O)[O-] 1-methyl-1-(2,4-dinitrophenyl)-hydrazine